1-(2-fluoro-4-(5-(trifluoromethyl)-1,3,4-oxadiazol-2-yl)benzyl)-5,5-dimethyl-3-phenylimidazolidin-2,4-dione FC1=C(CN2C(N(C(C2(C)C)=O)C2=CC=CC=C2)=O)C=CC(=C1)C=1OC(=NN1)C(F)(F)F